3-((4-(4-(((7-(cyclopropylmethoxy)-5-fluoro-4-oxo-3,4-dihydroquinazolin-2-yl)methyl)thio)-[1,4'-bipiperidin]-1'-yl)-3-fluorophenyl)amino)piperidine-2,6-dione formate C(=O)O.C1(CC1)COC1=CC(=C2C(NC(=NC2=C1)CSC1CCN(CC1)C1CCN(CC1)C1=C(C=C(C=C1)NC1C(NC(CC1)=O)=O)F)=O)F